C(C)C1(NC(N(C(C1)=O)[C@H](CCC#C)C=1C=C(C(=O)NC2CC(OC3=CC=CC=C23)(C)C)C=CC1)=N)CC 3-[(1R)-1-(4,4-diethyl-2-imino-6-oxo-hexahydropyrimidin-1-yl)pent-4-ynyl]-N-(2,2-dimethylchroman-4-yl)benzamide